3-Bromo-2-(5-fluoropyridin-2-yl)-6,6,7-trimethyl-6,7-dihydro-4H-pyrazolo[5,1-c][1,4]oxazine BrC=1C(=NN2C1COC(C2C)(C)C)C2=NC=C(C=C2)F